1-[5-ethylsulfonyl-6-[3-methyl-6-[N-(2,2,2-trifluoroethyl)-S-(trifluoromethyl)sulfonimidoyl]imidazo[4,5-b]pyridin-2-yl]-3-pyridyl]cyclopropanecarbonitrile C(C)S(=O)(=O)C=1C=C(C=NC1C1=NC=2C(=NC=C(C2)S(=O)(=NCC(F)(F)F)C(F)(F)F)N1C)C1(CC1)C#N